[Cl-].[Cl-].C1=CC=CC1.C1=CC=CC1.[W+4] tungsten (IV) di(cyclopentadiene) dichloride